C(C=C)(=O)O.C(C=C)(=O)N.C(C=C)(=O)N bisacrylamide Acrylate